trans-4-(trifluoromethyl)cyclohexanecarboxaldehyde FC([C@@H]1CC[C@H](CC1)C=O)(F)F